(2S,11aR)-7-fluoro-8-methyl-2-((2-oxo-1,2,3,4-tetrahydro-1,6-naphthyridin-7-yl)oxy)-6-(2-(pyrrolidin-1-yl)ethoxy)-2,3,11,11a-tetrahydro-1H,5H-benzo[f]pyrrolo[2,1-c][1,4]oxazepin-5-one FC=1C(=CC2=C(C(N3[C@@H](CO2)C[C@@H](C3)OC3=NC=C2CCC(NC2=C3)=O)=O)C1OCCN1CCCC1)C